4-benzyl-17-oxa-4,10-diazatetracyclo[8.7.0.01,6.011,16]heptadecan-9-one C(C1=CC=CC=C1)N1CCC23C(C1)CCC(N3C3CCCCC3O2)=O